O=C1N(C(C2=CC=CC=C12)=O)[C@@H](C(=O)OCC1=CC=CC=C1)COC benzyl (R)-2-(1,3-dioxoisoindolin-2-yl)-3-methoxypropanoate